CO[C@@H](C)C1=CC=CC(=N1)CN1N=NC(=C1)C1=CC(=NC(=N1)N)C=1C(=C(C#N)C=CC1)F 3-{6-[1-({6-[(S)-1-methoxyethyl]-2-pyridinyl}methyl)-1H-1,2,3-triazol-4-yl]-2-amino-4-pyrimidinyl}-2-fluoro-benzonitrile